N1CCC(CC1)C=1C=C2C=CC=C(C2=CC1)C1=NC(NC=C1)=O [6-(piperidin-4-yl)naphthalen-1-yl]-1,3-diazinon